Cl.FC(C(C)(C)N)(F)F 2,2,2-trifluoro-1,1-dimethylethylamine hydrochloride